C1(=CC=CC=C1)C1=NC(=NC(=N1)C1=C(C=C(C=C1)OCC(COC(C)CC)O)O)C1=C(C=C(C=C1)OCC(COC(C)CCC)O)O 2-phenyl-4-[2-hydroxy-4-(3-sec-butoxy-2-hydroxypropyloxy)phenyl]-6-[2-hydroxy-4-(3-sec-pentyloxy-2-hydroxypropyloxy)phenyl]-s-triazine